FC(S(=O)(=O)OC1=NC(=CC=2N=CC=3N(C21)C=CC3)C(=O)[O-])(F)F (((trifluoromethyl)sulfonyl)oxy)pyrido[4,3-e]pyrrolo[1,2-a]pyrazine-3-carboxylate